2-(4-methoxybenzo[b]thiophen-5-yl)-4,4,5,5-tetramethyl-1,3,2-dioxaborolane COC1=C(C=CC=2SC=CC21)B2OC(C(O2)(C)C)(C)C